CC(=O)C=1C(=NN(C1C)C)C methyl-1,3,5-trimethyl-1H-pyrazol-4-carbaldehyde